6-iodohexylammonium ICCCCCC[NH3+]